Tert-butyl (((2S,4S)-5-chloro-4-(6-cyano-2-fluoro-3-methoxyphenyl)-2-phenyl-2,3-dihydrobenzofuran-2-yl)methyl)(methyl)carbamate ClC=1C=CC2=C(C[C@](O2)(C2=CC=CC=C2)CN(C(OC(C)(C)C)=O)C)C1C1=C(C(=CC=C1C#N)OC)F